OC=1N=NC(=C2C1C=NC=C2)CC2CN(CCC2)C(=O)OC(C)(C)C tert-Butyl 3-((4-hydroxypyrido[3,4-d]pyridazin-1-yl)methyl)piperidine-1-carboxylate